[C@H]12CN(C[C@H](CC1)O2)C2=NC=1N(C=C2)N=CC1 5-((1R,5S)-8-oxa-3-azabicyclo[3.2.1]octan-3-yl)pyrazolo[1,5-a]pyrimidine